CN1N=NC(=C1NC(O[C@H](C)C=1C(=NC=CC1)Cl)=O)C1=CC=2OCC(NC2N=C1)=O (R)-1-(2-chloropyridin-3-yl)ethyl (1-methyl-4-(3-oxo-3,4-dihydro-2H-pyrido[3,2-b][1,4]oxazin-7-yl)-1H-1,2,3-triazol-5-yl)carbamate